1,1,1-trifluoro-2-methylpropan-2-yl ((4-(5-(1,1-difluoroethyl)pyridin-2-yl) bicyclo[2.2.2]octan-1-yl)methyl)(5-(2-hydroxypropan-2-yl)-[2,4'-bipyridin]-2'-yl)carbamate FC(C)(F)C=1C=CC(=NC1)C12CCC(CC1)(CC2)CN(C(OC(C(F)(F)F)(C)C)=O)C2=NC=CC(=C2)C2=NC=C(C=C2)C(C)(C)O